FC1=CC2=C(N(C(=N2)N2C[C@H]([C@@H](CC2)F)N)CC=2C=CC=C3C=NN(C23)C)C=C1F (3R,4R)-1-(5,6-Difluoro-1-((1-methyl-1H-indazol-7-yl)methyl)-1H-benzimidazol-2-yl)-4-fluoro-3-piperidinamin